N-[(1S,2S)-2-hydroxycyclohexyl]-4-methyl-3-({[5-(pyrimidin-2-yl)pyridin-3-yl]amino}methyl)benzamide O[C@@H]1[C@H](CCCC1)NC(C1=CC(=C(C=C1)C)CNC=1C=NC=C(C1)C1=NC=CC=N1)=O